C(CCCCC)OC(CC/C=C/CCO)OCCCCCC (3E)-7,7-dihexyloxy-3-hepten-1-ol